C(CCC)C=1N(C(=C(C(N1)=O)CC1=CC=C(C=C1)C1CC1)O)[C@@H](CC)C1=C(C#N)C=CC=C1 (1S)-1-{2-butyl-5-[(4-cyclopropylphenyl)methyl]-6-hydroxy-4-oxo-1,4-dihydropyrimidin-1-yl}propylbenzonitrile